N[C@@H]1CC[C@H](CC1)C1(CNC(=O)N)CC(=CC=C1)OC(CCC)CC 1-(4-amino-trans-cyclohexyl)-3-(4-hexyloxy)benzyl-urea